(2R,3R,4S,5R,6R)-6-((4-Cyclopentyl-1H-1,2,3-triazol-1-yl)methyl)-2-(hydroxymethyl)-5-methoxy-4-(4-(2,3,4-trifluorophenyl)-1H-1,2,3-triazol-1-yl)tetrahydro-2H-pyran-3-ol C1(CCCC1)C=1N=NN(C1)C[C@@H]1[C@@H]([C@H]([C@H]([C@H](O1)CO)O)N1N=NC(=C1)C1=C(C(=C(C=C1)F)F)F)OC